2-FLUORO-3-AMINOBENZALDEHYDE FC1=C(C=O)C=CC=C1N